1-(1-(2-chlorobenzyl)piperidine-4-yl)ethane-1-one ClC1=C(CN2CCC(CC2)C(C)=O)C=CC=C1